ClC1=CC=C(C=C1)C=1N=C2N(C=CC=C2)C1CN1CC2C(C1)CN(C2)C(=O)C2=C(C=CC=C2)F [5-{[2-(4-Chlorophenyl)imidazo[1,2-a]pyridin-3-yl]methyl}hexahydropyrrolo[3,4-c]pyrrol-2(1H)-yl](2-fluorophenyl)methanone